(S)-1-(2-((2R,5R)-2-((7-oxa-4-azaspiro[2.5]octan-4-yl)methyl)-5-methylpiperazin-1-yl)acetyl)-7-(4-fluorobenzyl)-2-methyl-2,3-dihydro-1H-pyrido[2,3-b][1,4]oxazine-6-carboxamide C1CC12N(CCOC2)C[C@@H]2N(C[C@H](NC2)C)CC(=O)N2C1=C(OC[C@@H]2C)N=C(C(=C1)CC1=CC=C(C=C1)F)C(=O)N